3-(2,2,2-trifluoro-1,1-dimethyl-ethoxy)azetidine hydrochloride Cl.FC(C(OC1CNC1)(C)C)(F)F